[13CH2]([13CH3])O ethanol-13C2